1-(2-(tert-butoxycarbonyl)benzyl)-1H-pyrazole-4-carboxylic acid C(C)(C)(C)OC(=O)C1=C(CN2N=CC(=C2)C(=O)O)C=CC=C1